methyl 3-(1,4-dimethyl-1H-benzo[d][1,2,3]triazol-5-yl)-3-(3-(((R)-2-ethyl-2,3,8,9,10,11-hexahydronaphtho[2,1-f][1,4]oxazepin-4(5H)-yl)methyl)-4-methylphenyl)-2,2-dimethylpropanoate CN1N=NC2=C1C=CC(=C2C)C(C(C(=O)OC)(C)C)C2=CC(=C(C=C2)C)CN2C[C@H](OC1=C(C2)C=CC=2CCCCC21)CC